BrC=1N(C(=C(N1)[N+](=O)[O-])CBr)C 2-bromo-5-bromomethyl-1-methyl-4-nitro-1H-imidazole